4-(benzyloxy)-N-(4-bromo-2-methylphenyl)-1-(tetrahydro-2H-pyran-2-yl)-1H-pyrazole-5-carboxamide C(C1=CC=CC=C1)OC=1C=NN(C1C(=O)NC1=C(C=C(C=C1)Br)C)C1OCCCC1